ethyl 4-[[4-[(5-bromoquinazolin-2-yl)amino]-2-methyl-phenyl]carbamoyl]benzoate BrC1=C2C=NC(=NC2=CC=C1)NC1=CC(=C(C=C1)NC(=O)C1=CC=C(C(=O)OCC)C=C1)C